3-(2-bromo-4-fluorophenyl)propionic acid BrC1=C(C=CC(=C1)F)CCC(=O)O